3,4-Dichloro-2-(2-(2-hydroxyethyl)-2-azaspiro[3.3]hept-6-yl)phenol ClC=1C(=C(C=CC1Cl)O)C1CC2(CN(C2)CCO)C1